1-ethyl-3-methylimidazolium hippurate salt C(CNC(=O)C1=CC=CC=C1)(=O)[O-].C(C)N1C=[N+](C=C1)C